di-tert-butyl-1,1'-(6-oxoundecane-1,11-diyl)-bis-(cyclopropane-1-carboxylate) C(C)(C)(C)OC(=O)C1(CC1)CCCCCC(CCCCCC1(CC1)C(=O)OC(C)(C)C)=O